[Cl-].[Cl-].C(C)C1=NC=CC(=C1)C1=CC=NC=C1 ethyl-4,4'-bipyridine dichloride